FC1=CC2=C(NC3(CCN(CC3)C(=O)NCC3=CC=C(C=C3)F)CCC2=O)C=C1 7-fluoro-N-(4-fluorobenzyl)-5-oxo-1,3,4,5-tetrahydrospiro[benzo[b]azepine-2,4'-piperidine]-1'-carboxamide